ClC=1C=CC(=C(C1)[C@@H]1CC[C@H](CC1)OC=1N=NNC1C(=O)O)OC(F)(F)F 4-(((trans)-4-(5-chloro-2-(trifluoromethoxy)phenyl)cyclohexyl)oxy)-1H-1,2,3-triazole-5-carboxylic acid